2,6-dimethylimidazo[2,1-b][1,3]thiazole-5-carboxylic acid CC1=CN2C(S1)=NC(=C2C(=O)O)C